N-methyl-formhydrazide 2-(trimethylsilyl)ethyl-8-bromo-6-tosyl-5,6-dihydro-4H-benzo[b]thieno[2,3-d]azepine-9-carboxylate C[Si](CCOC(=O)C1=CC2=C(N(CCC3=C2SC=C3)S(=O)(=O)C3=CC=C(C)C=C3)C=C1Br)(C)C.CN(N)C=O